dideutero-(2,3-dideutero-5-fluoro-2,3-dihydrobenzofuran-4-yl)methylamine [2H]N(CC1=C(C=CC2=C1C(C(O2)[2H])[2H])F)[2H]